Ethyl 2-(4-(ethylsulfanyl) phenyl)-2-oxo-acetate C(C)SC1=CC=C(C=C1)C(C(=O)OCC)=O